C(C)(C)C tert-butane